(5aR,6S,6aS)-ethyl 3-((6-fluoro-1,1-dimethyl-3-(2-(trifluoromethyl)phenyl)-2,3-dihydro-1H-inden-5-yl)methoxy)-5,5a,6,6a-tetrahydrocyclopropa[4,5]cyclopenta[1,2-c]pyridine-6-carboxylate FC1=C(C=C2C(CC(C2=C1)(C)C)C1=C(C=CC=C1)C(F)(F)F)COC1=CC2=C(C=N1)[C@H]1[C@@H](C2)[C@@H]1C(=O)OCC